((1s,3s)-3-hydroxy-3-methylcyclobutyl)(6-(4-isopropylphenyl)-2-azaspiro[3.3]hept-2-yl)methanone OC1(CC(C1)C(=O)N1CC2(C1)CC(C2)C2=CC=C(C=C2)C(C)C)C